BrC1=CC(=NS1)C=O 5-bromo-1,2-thiazole-3-carbaldehyde